3,6-dichloro-1-benzothiophene ClC1=CSC2=C1C=CC(=C2)Cl